C(CCCCCCCCCC(=O)OC)(=O)OC 1,11-dimethyl undecanedioate